N,N-DIMETHYLAMINOPROPYL-METHYLDIMETHOXYSILANE CN(C)CCC[Si](OC)(OC)C